(R)-N-(5-(3,5-difluorobenzyl)-1H-indazol-3-yl)-4-(methyl-(2-(3-hydroxypyrrolidin-1-yl)ethyl)amino)-2-(N-(tetrahydro-2H-pyran-4-yl)-trifluoroacetamido)benzamide FC=1C=C(CC=2C=C3C(=NNC3=CC2)NC(C2=C(C=C(C=C2)N(CCN2C[C@@H](CC2)O)C)N(C(C(F)(F)F)=O)C2CCOCC2)=O)C=C(C1)F